C(C(C)C)[C@@H]1C(N2C(N(O1)C(=O)[C@H]1[C@@H](C1)C1=NC=CC=C1)CN(C([C@@H]2CC(C)C)=O)C2CCN(CC2)C)=O (3R,6S)-3,6-diisobutyl-8-(1-methylpiperidin-4-yl)-1-((1R,2R)-2-(pyridin-2-yl)cyclopropane-1-carbonyl)tetrahydropyrazino[2,1-c][1,2,4]oxadiazine-4,7(3H,6H)-dione